N1=CC=C2OC[C@@H](CN21)NC(OC(C)(C)C)=O Tert-butyl (R)-(6,7-dihydro-5H-pyrazolo[5,1-b][1,3]oxazin-6-yl)carbamate